6-tert-butyl-10-methoxy-9-[2-(methylamino)pyrimidin-5-yl]-2-oxo-6,7-dihydro-2H-pyrido[2,1-a]Isoquinoline-3-carboxylic acid methyl ester COC(=O)C=1C(C=C2N(C(CC3=CC(=C(C=C23)OC)C=2C=NC(=NC2)NC)C(C)(C)C)C1)=O